COC1=C(C(=O)NC=2C=CC=C3C=CC=NC23)C=CC=C1 2-Methoxy-N-(8-quinolinyl)benzamide